Methyl 5-((3-cyano-4-fluorophenyl)carbamoyl)-4,5,6,7-tetrahydropyrazolo[1,5-a]pyrazine-3-carboxylate C(#N)C=1C=C(C=CC1F)NC(=O)N1CC=2N(CC1)N=CC2C(=O)OC